2,6-dimethyl-4-(2-trimethylsilylethynyl)pyridin-3-ol Pentafluorophenyl-(1S,4aS,10aR)-6-(benzyloxy)-1,4a-dimethyl-1,2,3,4,4a,9,10,10a-octahydrophenanthrene-1-carboxylate FC1(C(C([C@@]([C@H]2CCC3=CC=C(C=C3[C@@]12C)OCC1=CC=CC=C1)(C(=O)OC=1C(=NC(=CC1C#C[Si](C)(C)C)C)C)C)(C1=CC=CC=C1)F)(F)F)F